C(CCCCCCCCCCCCCCC)(=O)OC[C@@H](OC(CCCC=O)=O)CO 1-palmitoyl-2-(5'-oxo-pentanoyl)-sn-glycerol